(S)-1-(2-ethynylthiazol-5-yl)-3-(3-hydroxy-1-oxo-1-(1-oxo-8-azaspiro[4.5]dec-8-yl)-propan-2-yl)urea C(#C)C=1SC(=CN1)NC(=O)N[C@H](C(N1CCC2(CCCC2=O)CC1)=O)CO